NC1=NC=CC(=C1)C=1C=C2C(=NNC2=C(C1)C(F)(F)F)N 5-(2-aminopyridin-4-yl)-7-(trifluoromethyl)-1H-indazol-3-amine